1-((5-(2,6-dioxopiperidin-3-yl)-6-oxo-5,6-dihydro-4H-thieno[2,3-c]pyrrol-2-yl)methyl)-3-(3-(isopropyl(methyl)amino)phenyl)urea O=C1NC(CCC1N1C(C2=C(C1)C=C(S2)CNC(=O)NC2=CC(=CC=C2)N(C)C(C)C)=O)=O